[Na+].C(C#C)N1[C@@H](C(CC1)S(=O)(=O)[O-])C(=O)OC([C@H]1N(CCC1S(=O)(=O)[O-])CC#C)=O.[Na+] Propargyl-3-sulfoprolyl ether sodium salt